ClC=1C(=CC(=C(C1)C=1C=C2C(=NN=C(C2=CC1)NCC1=C(C=C(C=C1)OC)OC)C)OC)CCOC1OCCN1 6-[5-chloro-2-methoxy-4-[2-(oxazolidin-2-yloxy)ethyl]phenyl]-N-[(2,4-dimethoxyphenyl)methyl]-4-methylphthalazin-1-amine